(2S,4r)-1-[(2S)-2-(4-cyclopropyl-triazol-1-yl)-3,3-dimethyl-butyryl]-N-[(2,3-dimethylimidazol-4-yl)methyl]-4-hydroxy-pyrrolidine-2-carboxamide C1(CC1)C=1N=NN(C1)[C@H](C(=O)N1[C@@H](C[C@H](C1)O)C(=O)NCC=1N(C(=NC1)C)C)C(C)(C)C